COC(=O)C1=CC(=NC=C1N)Br 5-amino-2-bromo-pyridine-4-carboxylic acid methyl ester